CN(CCN(C1=C(C=C(C(=C1)OC)NC1=NC=CC(=N1)N1CC(C2=NC=C(C=C21)C2=C(C=CC=C2)F)(C)C)[N+](=O)[O-])C)C N1-(2-(dimethylamino)ethyl)-N4-(4-(6-(2-fluorophenyl)-3,3-dimethyl-2,3-dihydro-1H-pyrrolo[3,2-b]pyridin-1-yl)pyrimidin-2-yl)-5-methoxy-N1-methyl-2-nitrobenzene-1,4-diamine